5-(ISO-PROPYL)THIOPHENE-2-BORONIC ACID C(C)(C)C1=CC=C(S1)B(O)O